Methyl 4-(2-chloro-4-fluorophenyl)-6-(piperidin-4-yl)-2-(thiazol-2-yl)-1,4-dihydropyrimidine-5-carboxylate Trifluoroacetic Acid Salt FC(C(=O)O)(F)F.ClC1=C(C=CC(=C1)F)C1N=C(NC(=C1C(=O)OC)C1CCNCC1)C=1SC=CN1